O1COC2=C1C=CC(=C2)C(CC(=O)C2=CC(=NC=C2)F)=O 1-(1,3-benzodioxol-5-yl)-3-(2-fluoropyridin-4-yl)propane-1,3-dione